2-(4-(2-(tosyloxy)ethoxy)butoxy)acetic acid ethyl ester C(C)OC(COCCCCOCCOS(=O)(=O)C1=CC=C(C)C=C1)=O